2-(4-(2,3-dichlorophenyl)piperazin-1-yl)ethane-1-amine ClC1=C(C=CC=C1Cl)N1CCN(CC1)CCN